[Pt].[Cr].[Ni] nickel-chromium-platinum